(±)-3-((6-(5-(((6-(tert-butyl)pyrimidin-4-yl)oxy)methyl)-1-methyl-1H-1,2,3-triazol-4-yl)-2-methylpyridin-3-yl)oxy)cycloheptane-1-carboxylic acid C(C)(C)(C)C1=CC(=NC=N1)OCC1=C(N=NN1C)C1=CC=C(C(=N1)C)OC1CC(CCCC1)C(=O)O